C(C)(C)(C)OC(=O)N(N)CC(=C(F)F)C1=CC=C(C=C1)C(C)(C)C 1-(2-(4-(tert-butyl)phenyl)-3,3-difluoroallyl)hydrazine-1-carboxylic acid tert-butyl ester